C1(CC1)COC1=CC=C(N=N1)C=1C(=NC=CN1)C(C)O 1-[3-[6-(cyclopropylmethoxy)pyridazin-3-yl]pyrazin-2-yl]ethanol